CC=1SC(=C(N1)C1=CC=CC=C1)OC1=CC(=NC=C1)NC1=CC(=NC=C1)C(=O)N 4-((4-((2-Methyl-4-phenylthiazol-5-yl)oxy)pyridin-2-yl)amino)pyridinecarboxamide